7-{(4-Methoxybenzyl)oxy}-N8,N8-dimethylchromane-4,8-diamine COC1=CC=C(COC2=CC=C3C(CCOC3=C2N(C)C)N)C=C1